NC1=NC=C(C=C1C1=NC=C(C=C1)C(=O)N(C)C)C=1C=C2C(=NC1)N(N=C2C=2C=NC=CC2)C 2'-amino-N,N-dimethyl-5'-(1-methyl-3-(pyridin-3-yl)-1H-pyrazolo[3,4-b]pyridin-5-yl)-[2,3'-bipyridine]-5-carboxamide